N[C@@H]1[C@@H](OCC12CCN(CC2)C2=NC=C(C=1N2C=CN1)SC1=CC=NC2=C(C=CC=C12)C(=O)N)C 4-((5-((3S,4S)-4-amino-3-methyl-2-oxa-8-azaspiro[4.5]decan-8-yl)imidazo[1,2-c]pyrimidin-8-yl)thio)quinoline-8-carboxamide